N-hydroxy-2-(3-(2,3,4-trihydroxyphenyl)ureido)acetamide ONC(CNC(=O)NC1=C(C(=C(C=C1)O)O)O)=O